tert-Butyl 2-((((9H-fluoren-9-yl)methoxy) carbonyl)(methyl)amino)-3-(4-methoxyphenyl)propanoate C1=CC=CC=2C3=CC=CC=C3C(C12)COC(=O)N(C(C(=O)OC(C)(C)C)CC1=CC=C(C=C1)OC)C